zirconium triethoxy(2,4-pentanedione) C(C)OC(C(CC(C)=O)=O)(OCC)OCC.[Zr]